C(C)(C)C1C(NC2=C(CN1C(=O)C1=CC(NC=C1)=O)C=CC=C2)=O 3-isopropyl-4-(2-oxo-1,2-dihydropyridine-4-carbonyl)-1,3,4,5-tetrahydro-2H-benzo[1,4]diazepin-2-one